C(=O)(O)[C@H](CCCCNC(=O)NC1=CC=C(C=C1)I)NC(N[C@H](C(=O)O)CCC(=O)O)=O (S)-2-(3-((S)-1-carboxy-5-(3-(4-iodophenyl)ureido)pentyl)ureido)pentanedioic acid